2-(5'-(4-(((tert-butyldimethylsilyl)oxy)methyl)piperidin-1-yl)-2'-oxospiro[cyclohexane-1,3'-indolin]-1'-yl)-6-chlorobenzonitrile [Si](C)(C)(C(C)(C)C)OCC1CCN(CC1)C=1C=C2C3(C(N(C2=CC1)C1=C(C#N)C(=CC=C1)Cl)=O)CCCCC3